tert-butyl (trans-4-((4-([1,1'-biphenyl]-3-yl)-5-chloropyrimidin-2-yl)amino)cyclohexyl)carbamate C1(=CC(=CC=C1)C1=NC(=NC=C1Cl)N[C@@H]1CC[C@H](CC1)NC(OC(C)(C)C)=O)C1=CC=CC=C1